N-(3,5-difluoro-2-methyl-6-nitrophenyl)acetamide FC=1C(=C(C(=C(C1)F)[N+](=O)[O-])NC(C)=O)C